2-phenyl-1,3-dioxan-5-yl 4-(6-(4-(1-(tert-butoxycarbonyl)piperidin-4-yl)phenyl)pyrrolo[1,2-b]pyridazin-4-yl)piperazine-1-carboxylate C(C)(C)(C)OC(=O)N1CCC(CC1)C1=CC=C(C=C1)C=1C=C2N(N=CC=C2N2CCN(CC2)C(=O)OC2COC(OC2)C2=CC=CC=C2)C1